2-(2-hydroxyphenyl)-4,6-diamino-2H-benzotriazole OC1=C(C=CC=C1)N1N=C2C(=N1)C=C(C=C2N)N